4-(2-((tert-butoxycarbonyl)amino)propan-2-yl)benzoic acid C(C)(C)(C)OC(=O)NC(C)(C)C1=CC=C(C(=O)O)C=C1